O[C@@H]1C[C@H](N(C1)C([C@@H](C(C)C)C1=CC(=NO1)OCCCCC(=O)O)=O)NC(=O)[C@@H](C)C1=CC=C(C=C1)C1=C(N=CS1)C 5-((5-((S)-1-((2S,4R)-4-hydroxy-2-(((S)-1-(4-(4-methylthiazol-5-yl)phenyl)ethyl)formamido)pyrrolidin-1-yl)-3-methyl-1-oxobutan-2-yl)isoxazol-3-yl)oxy)pentanoic acid